CN1C(C2=CC=CC=C2CC1)O 1,2,3,4-tetrahydro-2-methyl-1-hydroxyisoquinoline